BrC1=CC=C(C=C1)C(C)(C)C=1N=C(SC1)NC(=O)NCC=1C=NC(=NC1)N1CC(NCC1)=O 1-(4-(2-(4-bromophenyl)propan-2-yl)thiazol-2-yl)-3-((2-(3-oxopiperazin-1-yl)pyrimidin-5-yl)methyl)urea